N1N=CC(=C1)CN1CCN(C2=CC=CC=C12)C1=CC=C(C=C1)C(F)(F)F 1-((1H-pyrazol-4-yl)methyl)-4-(4-(trifluoromethyl)phenyl)-1,2,3,4-tetrahydroquinoxaline